tert-butyl 8-[2-(2,6-dioxo-3-piperidyl)-1,3-dioxo-isoindolin-5-yl]-2,8-diazaspiro[4.5]decane-2-carboxylate O=C1NC(CCC1N1C(C2=CC=C(C=C2C1=O)N1CCC2(CCN(C2)C(=O)OC(C)(C)C)CC1)=O)=O